CC1(C(N(C(N1CC1=CC(=NC=C1)NC1CCOCC1)=O)C1=CC=C2C3(CN(C2=C1)S(=O)(=O)C)CC3)=O)C 5,5-dimethyl-3-(1'-(methylsulfonyl)spiro[cyclopropane-1,3'-indolin]-6'-yl)-1-((2-((tetrahydro-2H-pyran-4-yl)amino)pyridin-4-yl)methyl)imidazolidine-2,4-dione